CN(C(C1=CC=C(C(=O)N([N+](=O)[O-])C)C=C1)=O)[N+](=O)[O-] N,N'-dimethyl-N,N'-dinitroterephthalamide